[Pd+].BrCC(C)(C)P(C(C)(C)C)C(C)(C)C bromo(tri-tert-butylphosphine) palladium (I)